BrC1=CC=CC(=N1)C(=O)NC=1C(=NN(C1)C(C)C)C1=NC=CC=C1 6-bromo-N-(1-isopropyl-3-(pyridin-2-yl)-1H-pyrazol-4-yl)picolinamide